ClC=1N=CC2=C(N1)N(C(=C2)C(F)F)CC=2C(=NC=CN2)N(S(=O)(=O)C)C N-(3-((2-chloro-6-(difluoromethyl)-7H-pyrrolo[2,3-d]pyrimidin-7-yl)methyl)pyrazine-2-yl)-N-methylmethanesulfonamide